NC1=C2C(=NC=N1)N(N=C2C2=NC1=C(N2)C=C(C=C1)C(=O)OC)C(C)(C)C Methyl 2-(4-amino-1-(tert-butyl)-1H-pyrazolo[3,4-d]pyrimidin-3-yl)-1H-benzo[d]imidazole-6-carboxylate